CC(C)N(CCNC(CN1C(CCC1)=O)=O)C(C)C N-[2-[di(propan-2-yl)amino]ethyl]-2-(2-oxopyrrolidin-1-yl)acetamide